ClC1=CC=C(CN2C(C=3C=C(C(=NC3C=C2)C)C(=O)O)=O)C=C1 6-(4-chlorobenzyl)-2-methyl-5-oxo-5,6-dihydro-1,6-naphthyridine-3-carboxylic acid